N1C=CC2=CC(=CC=C12)C=1C=C(C=CC1)[C@@H](C)NC1=NC(=NC2=CC(=C(C=C12)OC)OC)C N-{(1R)-1-[3-(1H-indol-5-yl)phenyl]ethyl}-6,7-dimethoxy-2-methylquinazolin-4-amine